BrC1=C(C(=CC(=C1)Br)C)NC(C)=O N-(2,4-dibromo-6-methylphenyl)acetamide